FC1(CCN(CC1)C1=NN=C(S1)C=1C(=CC(=NC1)C1=CC=C2N1N=CC(=C2)C#N)NC(C)C)F 7-(5-(5-(4,4-difluoropiperidin-1-yl)-1,3,4-thiadiazol-2-yl)-4-(isopropylamino)pyridin-2-yl)pyrrolo[1,2-b]pyridazine-3-carbonitrile